COC1CN(C1)C=1C=NNC(C1C(F)(F)F)=O (2R,3S)-3-methoxy-1-(6-oxo-5-(trifluoromethyl)-1,6-dihydropyridazin-4-yl)azetidin